4,6-Dimethyl-7-ethylaminocoumarin CC1=CC(OC2=CC(=C(C=C12)C)NCC)=O